Methyl (R)-4-(4-(1-(2-cyano-1-cyclopentylethyl)-1H-pyrazol-4-yl)-7H-pyrrolo[2,3-d]pyrimidin-7-yl)-4-oxobutanoate C(#N)C[C@H](C1CCCC1)N1N=CC(=C1)C=1C2=C(N=CN1)N(C=C2)C(CCC(=O)OC)=O